4-(3-iodo-6-tosyl-1,6-dihydrodipyrrolo[2,3-b:2',3'-d]Pyridin-2-yl)piperidine-1-carboxylic acid tert-butyl ester C(C)(C)(C)OC(=O)N1CCC(CC1)C1=C(C=2C(=C3C(=NC2)N(C=C3)S(=O)(=O)C3=CC=C(C)C=C3)N1)I